N1(C=NC=C1)S(=O)(=O)N1C=[N+](C=C1)C 1-(1H-imidazol-1-ylsulfonyl)-3-methyl-1H-imidazol-3-ium